CC1=C(C(=O)OCC2=CC=C(C=C2)C)C=C(C(=C1)/N=C\1/NCCCC1)C 4-methylbenzyl (E)-2,5-dimethyl-4-(piperidin-2-ylideneamino)benzoate